(6S)-6-methyl-5-(prop-2-enoyl)-3-(pyridin-4-yl)-4,5,6,7-tetrahydropyrazolo[1,5-a]pyrazin C[C@@H]1N(CC=2N(C1)N=CC2C2=CC=NC=C2)C(C=C)=O